4-chloro-6-((6-cyclopropylimidazo[1,2-a]pyridin-2-yl)methoxy)pyrimidine-2-carbonitrile ClC1=NC(=NC(=C1)OCC=1N=C2N(C=C(C=C2)C2CC2)C1)C#N